(2S)-3-[4-bis(phenylmethoxy)phosphoryloxy-3-phenylmethoxyphenyl]-2-methyl-2-[phenylmethoxycarbonyl(phenylmethoxycarbonylamino)amino]propanoic acid C1(=CC=CC=C1)COP(=O)(OCC1=CC=CC=C1)OC1=C(C=C(C=C1)C[C@@](C(=O)O)(N(NC(=O)OCC1=CC=CC=C1)C(=O)OCC1=CC=CC=C1)C)OCC1=CC=CC=C1